Methyl 2-((1-benzoyl-6-bromo-1H-pyrrolo[2,3-b]pyridin-5-yl) oxy)-4-fluorobenzoate C(C1=CC=CC=C1)(=O)N1C=CC=2C1=NC(=C(C2)OC2=C(C(=O)OC)C=CC(=C2)F)Br